methyl (S)-6-([1,1'-biphenyl]-4-carboxamido)chromane-2-carboxylate C1(=CC=C(C=C1)C(=O)NC=1C=C2CC[C@H](OC2=CC1)C(=O)OC)C1=CC=CC=C1